(2S)-N1-(5-(2-methyl-1-oxoisoindol-5-yl)-4-methylthiazol-2-yl)-pyrrolidine-1,2-dicarboxamide CN1C(C2=CC=C(C=C2C1)C1=C(N=C(S1)NC(=O)N1[C@@H](CCC1)C(=O)N)C)=O